Glycerol di-lactate C(C(O)C)(=O)OCC(OC(C(O)C)=O)CO